1,1-difluoro-1-{2-fluoro-3-[(1R)-1-{[6-(methanesulfonyl)-2-methylpyrido[3,4-d]pyrimidin-4-yl]amino}ethyl]phenyl}-2-methylpropan-2-ol FC(C(C)(O)C)(C1=C(C(=CC=C1)[C@@H](C)NC=1C2=C(N=C(N1)C)C=NC(=C2)S(=O)(=O)C)F)F